C(CNCCCCCCCCCC\C=C/CCCCCCCC(=O)N)NCCCCCCCCCC\C=C/CCCCCCCC(=O)N N'-((ethane-1,2-diylbis(azanediyl))bis(ethane-2,1-diyl))dioleamide